(1S,4S)-5-[(3S)-8-[4-(difluoromethoxy)phenyl]sulfonyl-8-azaspiro[4.5]decan-3-yl]-2-oxa-5-azabicyclo[2.2.1]heptane FC(OC1=CC=C(C=C1)S(=O)(=O)N1CCC2(C[C@H](CC2)N2[C@@H]3CO[C@H](C2)C3)CC1)F